1,3,5-tris(N-phenylbenzimidazol-2-yl)benzene Methyl-(1R,4R)-4-(2-methyl-4-(((2,4,6-triisopropylphenyl)sulfonyl)oxy)pyrido[3,4-d]pyrimidin-6-yl)cyclohexane-1-carboxylate COC(=O)C1CCC(CC1)C1=CC2=C(N=C(N=C2OS(=O)(=O)C2=C(C=C(C=C2C(C)C)C(C)C)C(C)C)C)C=N1.C1(=CC=CC=C1)N1C(=NC2=C1C=CC=C2)C2=CC(=CC(=C2)C2=NC1=C(N2C2=CC=CC=C2)C=CC=C1)C1=NC2=C(N1C1=CC=CC=C1)C=CC=C2